[2H]C1=C(C(=C2C(=C3C(=C(C(=C(C3=C(C2=C1[2H])[2H])[2H])[2H])[2H])[2H])[2H])[2H])[2H] Anthracene-d10